CN1C(NC2=C1C=CC(=C2)C(=O)NCC=2C=CC(=C(OCC=1C=C3C=NN(C3=CC1)C(=O)OC(C)(C)C)C2)C(F)(F)F)=O tert-Butyl 5-((5-((1-methyl-2-oxo-2,3-dihydro-1H-benzimidazole-5-carboxamido)methyl)-2-(trifluoromethyl)phenoxy)methyl)-1H-indazole-1-carboxylate